3-(5-(1-acetyl-1,2,3,6-tetrahydropyridin-4-yl)-1-oxoisoindolin-2-yl)piperidine-2,6-dione C(C)(=O)N1CCC(=CC1)C=1C=C2CN(C(C2=CC1)=O)C1C(NC(CC1)=O)=O